1-bromo-3-chloro-2-iodo-5-(trifluoromethyl)benzene BrC1=C(C(=CC(=C1)C(F)(F)F)Cl)I